C1([C@H](O)[C@H](O)[C@H](O1)CO)O[C@H]1[C@@H](O[C@@H]([C@H]1O)CO)N1C=NC=2C(=O)NC(N)=NC12 O-ribosyl-guanosine